C(=O)(O)CCN1CCN(CCN(CCN(CC1)CC(=O)O)CC1=NC(=CC=C1)F)CC(=O)O 2,2'-(4-(2-carboxyethyl)-10-((6-fluoropyridin-2-yl)methyl)-1,4,7,10-tetraazacyclododecane-1,7-diyl)diacetic acid